1-(4-aminophenyl)-3-bromoimidazo[1,5-a]pyrazin-8-amine NC1=CC=C(C=C1)C=1N=C(N2C1C(=NC=C2)N)Br